(S)-7-(2-((1-methoxypropan-2-yl)amino)-7H-pyrrolo[2,3-d]pyrimidin-5-yl)-2,2-dimethylchroman-4-one COC[C@H](C)NC=1N=CC2=C(N1)NC=C2C2=CC=C1C(CC(OC1=C2)(C)C)=O